FC1=CC=C(CN2CC(N(CC2)C2CC3(C2)CCNCC3)C3=C(C=CC=C3)C(C)C)C=C1 2-(4-(4-fluorobenzyl)-2-(2-isopropylphenyl)piperazin-1-yl)-7-azaspiro[3.5]nonane